C(C)(C)(C)OC(=O)N1CC=2C(CC1)=NN(C2)C=2C(=C(C=CC2)C2=C(C(=CC=C2)C=2OC1=C(N2)C=C(C=C1C#N)CO)C)Cl 2-(2-chloro-3'-(7-cyano-5-(hydroxymethyl)benzo[d]oxazol-2-yl)-2'-methylbiphenyl-3-yl)-6,7-dihydro-2H-pyrazolo[4,3-c]pyridine-5(4H)-carboxylic acid tert-butyl ester